O1N=C(C2=C1C=CC=C2)C2CCN(CC2)CCN2C(C=1N(CC2)N=C(C1)C)=O 5-[2-(4-benzo[d]isoxazol-3-yl-piperidin-1-yl)-ethyl]-2-methyl-6,7-dihydro-5H-pyrazolo[1,5-a]pyrazin-4-one